Cl.CN(C=1SC=2N=C(SC2N1)C1=NC=C(C=N1)C=1C=NNC1)C1CCNCC1 N-Methyl-N-(piperidin-4-yl)-5-[5-(1H-pyrazol-4-yl)pyrimidin-2-yl][1,3]thiazolo[5,4-d][1,3]thiazol-2-amin Hydrochlorid